C(C)(C)OC1=NC=C(C=C1)B1OC(C(O1)(C)C)(C)C 2-isopropoxy-5-(4,4,5,5-tetramethyl-1,3,2-dioxaborolan-2-yl)pyridine